C1C=CC[In]1 3-Indole